methyl 2-[(3-chloro-2-methoxyphenyl)amino]-6-(prop-1-en-2-yl)pyridine-3-carboxylate ClC=1C(=C(C=CC1)NC1=NC(=CC=C1C(=O)OC)C(=C)C)OC